FC(C(=O)N[C@@H](CC1=CC=CC=C1)B1OC(C(O1)(C)C)(C)C)C(=O)NCC1=CC(=CC=C1)OC(F)(F)F 2-Fluoro-N1-((R)-2-phenyl-1-(4,4,5,5-tetramethyl-1,3,2-dioxaborolan-2-yl)ethyl)-N3-(3-(trifluoromethoxy)benzyl)propanediamide